N-[(2-bromoethoxy)methyl]-N2-{[2-(trimethylsilyl)ethoxy]carbonyl}glycinamide BrCCOCNC(CNC(=O)OCC[Si](C)(C)C)=O